OC(CC=1NC(C2=C(N1)C(=NC(=C2)C=2C=NC(=CC2)C(F)(F)F)C=2C=NN(C2)C)=O)C (2-hydroxypropyl)-8-(1-methyl-1H-pyrazol-4-yl)-6-(6-(trifluoromethyl)pyridin-3-yl)pyrido[3,4-d]pyrimidin-4(3H)-one